BrC=1C(OC2=CC(=CC=C2C1)O[Si](C(C)C)(C(C)C)C(C)C)(CF)CF ((3-bromo-2,2-bis(fluoromethyl)-2H-chromen-7-yl)oxy)triisopropylsilane